CN1CCC(CC1)C1=NN2C(C=C(C(=C2)C(=O)O)NC(=O)C2=NC(=CC=C2)C(F)(F)F)=C1 2-(1-methyl-4-piperidyl)-5-[[6-(trifluoromethyl)pyridine-2-carbonyl]amino]pyrazolo[1,5-a]pyridine-6-carboxylic acid